IC1=C(C=CC=C1)N=C=[Se] 2-iodo-1-isoselenocyanobenzene